C(N)(O[C@@](CC[C@@H](C)O)(C)C1=C(C=CC=C1)Cl)=O 1-(2-chlorophenyl)-(R)-2-hydroxypropyl-(R)-1-isopropyl carbamate